tert-butyl (3R,4R)-3-[5-(7-fluoro-2-methylindazol-5-yl)thieno[2,3-c]pyrazol-2-yl]-4-hydroxypiperidine-1-carboxylate FC1=CC(=CC2=CN(N=C12)C)C1=CC=2C(=NN(C2)[C@@H]2CN(CC[C@H]2O)C(=O)OC(C)(C)C)S1